(1R,2R)-N-(8-amino-6-(5-amino-4-methylpyridin-3-yl)isoquinolin-3-yl)-2-cyanocyclopropane-1-carboxamide NC=1C=C(C=C2C=C(N=CC12)NC(=O)[C@H]1[C@@H](C1)C#N)C=1C=NC=C(C1C)N